tert-butyl 2-(4-(2-(2,6-dioxopiperidin-3-yl)-6-fluoro-1,3-Dioxoisoindolin-5-yl)piperazin-1-yl)acetate O=C1NC(CCC1N1C(C2=CC(=C(C=C2C1=O)N1CCN(CC1)CC(=O)OC(C)(C)C)F)=O)=O